2-{[(2-{bis[(4-methoxyphenyl)methyl]amino}-4-fluoropyridin-3-yl)methyl]amino}ethan-1-ol COC1=CC=C(C=C1)CN(C1=NC=CC(=C1CNCCO)F)CC1=CC=C(C=C1)OC